C(C)(=O)OC1=C2C(=CNC2=CC(=C1)CC=C(C)C)CCN(C)C 3-[2-(dimethylamino) ethyl]-6-(3-methyl-2-butenyl)-1H-indol-4-yl acetate